6-chloro-2-methyl-3-(1-methyl-1H-pyrazol-4-yl)pyridine ClC1=CC=C(C(=N1)C)C=1C=NN(C1)C